7-[3-(1,3-oxazol-5-yl)phenoxy]-2,3,3a,4-tetrahydro-1H-pyrrolo[2,1-c][1,2,4]benzothiadiazine O1C=NC=C1C=1C=C(OC2=CC3=C(N4C(NS3)CCC4)C=C2)C=CC1